Br\C=C/OCC (Z)-1-bromo-2-ethoxyethylene